4-(3-bromo-1,4-dimethyl-1H-pyrazol-5-yl)-2-chloropyrimidine BrC1=NN(C(=C1C)C1=NC(=NC=C1)Cl)C